C(C(=C)C)(=O)NCCC[Si](OCC)(OCC)OCC (3-methacrylamidopropyl)triethoxysilane